N[C@H](C=1N=C2N(N=C(C=N2)C[C@@H]2C(NC[C@@H](C2)C(F)(F)F)=O)C1)C1CCC(CC1)C (3R,5R)-3-((6-((S)-amino((1r,4S)-4-methylcyclohexyl)methyl)imidazo[1,2-b][1,2,4]triazin-2-yl)methyl)-5-(trifluoromethyl)piperidin-2-one